methyl (1R,3R,4S)-3-((tert-butoxycarbonyl)amino)-4-hydroxycyclopentane-1-carboxylate C(C)(C)(C)OC(=O)N[C@@H]1C[C@H](C[C@@H]1O)C(=O)OC